hexa(p-methoxyphenoxy)cyclotriphosphazene tert-butyl-4-[4-[(2,6-dioxo-3-piperidyl)amino]-2-fluoro-phenyl]piperidine-1-carboxylate C(C)(C)(C)OC(=O)N1CCC(CC1)C1=C(C=C(C=C1)NC1C(NC(CC1)=O)=O)F.COC1=CC=C(OP2(=NP(=NP(=N2)(OC2=CC=C(C=C2)OC)OC2=CC=C(C=C2)OC)(OC2=CC=C(C=C2)OC)OC2=CC=C(C=C2)OC)OC2=CC=C(C=C2)OC)C=C1